BrCCC=1C=C(C(N(N1)CC1=CC=C(C=C1)OC)=O)C(F)(F)F 6-(2-Bromoethyl)-2-(4-methoxybenzyl)-4-(trifluoromethyl)pyridazin-3(2H)-one